ClC1=NC2=CC=C(C=C2C=C1)CC(=O)O 2-(2-chloroquinolin-6-yl)acetic acid